C(N)(OCC)=O L-1-ethyl carbamate